C(CCCCCC)C(C(=O)OCC(COC(C(CCCCCCC)CCCCCCC)=O)C1CN(CC1)CCCCO[Si](C)(C)C(C)(C)C)CCCCCCC 2-(1-(4-((tert-butyldimethylsilyl)oxy)butyl)pyrrolidin-3-yl)propane-1,3-diyl bis(2-heptylnonanoate)